6-(5-chloro-2-iodophenyl)pyrimidin-4-ol ClC=1C=CC(=C(C1)C1=CC(=NC=N1)O)I